BrC=1C(N(C(=CC1OCC1=NC=C(C=C1)F)C)C1=CC(=NC=C1C)C1=NC(=CC=C1)C(C)(C)O)=O (M)-3-bromo-4-((5-fluoropyridin-2-yl)methoxy)-6''-(2-hydroxypropan-2-yl)-5',6-dimethyl-2H-[1,4':2',2''-terpyridin]-2-one